2-amino-5-(benzo[d][1,3]dioxol-5-yl)-4-oxo-4,5-dihydrofuran-3-yl phenylmethanesulfonate C1(=CC=CC=C1)CS(=O)(=O)OC1=C(OC(C1=O)C1=CC2=C(OCO2)C=C1)N